N-[4-[2-[[4-(dimethyl-amino)cyclohexyl]-amino]-8-isopropyl-7-oxo-pteridin-6-yl]-2,6-difluoro-phenyl]-3,3-difluoro-butane-1-sulfonamide CN(C1CCC(CC1)NC1=NC=2N(C(C(=NC2C=N1)C1=CC(=C(C(=C1)F)NS(=O)(=O)CCC(C)(F)F)F)=O)C(C)C)C